C(CC)OCC(C(=O)OCCCC)C(C)(C)C butyl 2-propoxymethyl-3,3-dimethylbutyrate